C(=O)C=1C=C(C=C(C1O)C12CC3CC(CC(C1)C3)C2)C2=CC=C(C=C2)/C=C/C(=O)O E-3-[3'-Formyl-4'-hydroxy-5'-(adamantan-1-yl)-biphenyl-4-yl]-acrylic acid